C(C)(C)N1CNC(C12CCN(CC2)C(=O)OC(C)(C)C)=O tertbutyl 1-isopropyl-4-oxo-1,3,8-triazaspiro[4.5]decane-8-carboxylate